CC1=C(C(=CC=C1)N)N methylbenzene-1,2-diamine